3-[(3-chloro-2-methoxyphenyl)amino]-2-(3-{[(2R)-1-[(2E)-4-(dimethylamino)but-2-enoyl]azetidin-2-yl]methoxy}pyridin-4-yl)-1H,5H,6H,7H-pyrrolo[3,2-c]pyridin-4-one ClC=1C(=C(C=CC1)NC1=C(NC2=C1C(NCC2)=O)C2=C(C=NC=C2)OC[C@@H]2N(CC2)C(\C=C\CN(C)C)=O)OC